1-[1-(4-bromophenyl)-1-methyl-ethyl]-4-methylpiperazine BrC1=CC=C(C=C1)C(C)(C)N1CCN(CC1)C